[Re](=O)(=O)([O-])[O-] rhenate